(1R,2R,6S,7R,8R)-4,4-dibutyl-3,5,10,11-tetraoxa-4-stannatricyclo[6.2.1.02,6]undecan-7-ol C(CCC)[Sn]1(O[C@H]2[C@@H]3OC[C@H]([C@H]([C@@H]2O1)O)O3)CCCC